6-(4-Chlorophenyl)-2-morpholin-4-ylpyridin-4-ol ClC1=CC=C(C=C1)C1=CC(=CC(=N1)N1CCOCC1)O